(2S)-2-(4-(((2-Amino-5-methyl-4-oxo-3,4,5,6,7,8-hexahydropteridin-6-yl)methyl)amino)benzamido)pentanedioic acid NC1=NC=2NCC(N(C2C(N1)=O)C)CNC1=CC=C(C(=O)N[C@H](C(=O)O)CCC(=O)O)C=C1